[N+](=O)([O-])C1=C(N=C(S1)NC(=O)C1=CC=CC=C1C1=CC=CC=C1)C(F)(F)F 6-((5-nitro-4-(trifluoromethyl)thiazol-2-yl)carbamoyl)-[1,1'-biphenyl]